ClC1=CC2=C(NC(=N2)C(=O)C2=CNC3=CC=CC=C23)C=C1 (5-chloro-1H-benzo[d]imidazol-2-yl)(1H-indol-3-yl)methanone